1-(6-(7,8-difluoro-1,2,3,4-tetrahydroquinoline-1-carbonyl)spiro[3.3]heptan-2-yl)-3-(4-methoxybenzyl)urea FC1=CC=C2CCCN(C2=C1F)C(=O)C1CC2(CC(C2)NC(=O)NCC2=CC=C(C=C2)OC)C1